2-(chloromethyl)-3-(ethoxycarbonyl)-4-methylpyridine 1-oxide ClCC1=[N+](C=CC(=C1C(=O)OCC)C)[O-]